N,N'-Bis-[2-(1H-imidazol-5-yl)ethyl]malonamide N1C=NC=C1CCNC(CC(=O)NCCC1=CN=CN1)=O